methyl 3-((6-((4,4-difluorocyclohexyl)amino)-2-(3-methyl-1H-pyrazol-1-yl)pyrimidin-4-yl)oxy)azetidine-1-carboxylate FC1(CCC(CC1)NC1=CC(=NC(=N1)N1N=C(C=C1)C)OC1CN(C1)C(=O)OC)F